2,6-di-tert-butylphenylphosphonium C(C)(C)(C)C1=C(C(=CC=C1)C(C)(C)C)[PH3+]